4-fluoro-3-({4-[({3-[methyl(methylsulfonyl)amino]pyrazin-2-yl}methyl)amino]-5-(trifluoromethyl)pyrimidin-2-yl}amino)benzamide FC1=C(C=C(C(=O)N)C=C1)NC1=NC=C(C(=N1)NCC1=NC=CN=C1N(S(=O)(=O)C)C)C(F)(F)F